3,4-dimethylpyrimidino[4',5':4,5]Thieno[2,3-c]Pyridazin-8-ol CC1=C(C2=C(N=N1)SC1=C2N=CN=C1O)C